4-amino-3-chloro-6-(4-cyano-3-fluorophenyl)-5-fluoro-pyridine-2-carboxylic acid methyl ester COC(=O)C1=NC(=C(C(=C1Cl)N)F)C1=CC(=C(C=C1)C#N)F